C1(CCC1)NC1=C(C(=C2C(NC(=NC2=C1)CS[C@@H]1CC[C@H](CC1)NC(C)=O)=O)F)F N-((trans)-4-(((7-(Cyclobutylamino)-5,6-difluoro-4-oxo-3,4-dihydroquinazolin-2-yl)methyl)thio)cyclohexyl)acetamide